N-((1S,3S)-3-Hydroxycyclohexyl)-4-oxo-5-(4-phenoxyphenyl)-4,5-dihydro-3H-1-thia-3,5,8-triazaacenaphthylene-2-carboxamide O[C@@H]1C[C@H](CCC1)NC(=O)C=1SC=2N=CC=C3N(C(NC1C23)=O)C2=CC=C(C=C2)OC2=CC=CC=C2